ClC1=C(C=C2C(=NC(NC2=C1SCC(CO)C1=CC=NC=C1)=O)N1C[C@@H](N([C@@H](C1)C)C(=O)OC(C)(C)C)C)C(F)(F)F tertbutyl (2S,6R)-4-(7-chloro-8-((3-hydroxy-2-(pyridin-4-yl)propyl)thio)-2-oxo-6-(trifluoromethyl)-1,2-dihydroquinazolin-4-yl)-2,6-dimethylpiperazine-1-carboxylate